3-({3-[(2S)-2-(4-chlorophenyl)-2-hydroxyethyl]-1,2,4-oxadiazol-5-yl}methyl)-1-methyl-5-(1-methyl-1H-pyrazol-4-yl)-1,2,3,4-tetrahydropyrimidine-2,4-dione ClC1=CC=C(C=C1)[C@H](CC1=NOC(=N1)CN1C(N(C=C(C1=O)C=1C=NN(C1)C)C)=O)O